CC1(OCC=2C=NC(=CC21)C(=O)N[C@@H]2C(NC1=C(CC2)C=C(C=C1F)F)=O)C(F)(F)F 1-methyl-N-[(3S)-7,9-difluoro-2-oxo-1,3,4,5-tetrahydro-1-benzazepin-3-yl]-1-(trifluoromethyl)-3H-furo[3,4-c]pyridine-6-carboxamide